2-((S)-1-(4-(6-((1-(2,2-difluoroethyl)-1H-indazol-6-yl)methoxy)pyridine-2-yl)piperidin-1-yl)ethyl)-1-(((S)-oxetan-2-yl)methyl)-1H-benzo[d]imidazole-6-carboxylic acid methyl ester COC(=O)C=1C=CC2=C(N(C(=N2)[C@H](C)N2CCC(CC2)C2=NC(=CC=C2)OCC2=CC=C3C=NN(C3=C2)CC(F)F)C[C@H]2OCC2)C1